CC1=C(C=CC=C1C1=NN2C(C=C(C=C2)CN2CCCCC2)=N1)C1=CC=CC=C1 (2S)-1-{[2-(2-Methylbiphenyl-3-yl)[1,2,4]triazolo[1,5-a]pyridin-7-yl]methyl}piperidin